2-(3-cyanophenyl)-1,4-dimethyl-1H-imidazole-5-carboxylic acid ethyl ester C(C)OC(=O)C1=C(N=C(N1C)C1=CC(=CC=C1)C#N)C